The molecule is a hydroxynitrile that is butyronitirle in which a hydrogen at position 3 has been replaced by a hydroxy group. CC(CC#N)O